4-(3,4-Difluorophenoxy)-1-methoxy-2-nitrobenzene FC=1C=C(OC2=CC(=C(C=C2)OC)[N+](=O)[O-])C=CC1F